ClC=1C=C(C=CC1OC)C1C(CCC(C1)N1C(NC2=C(C=CC(=C2C1)C)OC)=O)(C(=O)N)C (3-Chloro-4-methoxyphenyl)-4-(8-methoxy-5-methyl-2-oxo-1,2-dihydroquinazolin-3(4H)-yl)-1-methylcyclohexanecarboxamide